(R)-2-((((9H-fluoren-9-yl)methoxy)carbonyl)amino)-4-cyclohexylbutanoic acid C1=CC=CC=2C3=CC=CC=C3C(C12)COC(=O)N[C@@H](C(=O)O)CCC1CCCCC1